(S)-1-(2-((3-(((tert-butoxycarbonyl)amino)methyl)benzyl)oxy)-5-chloro-4-((3-(2,3-dihydrobenzo[b][1,4]dioxin-6-yl)-2-methylbenzyl)oxy)benzyl)piperidine-2-carboxylic acid C(C)(C)(C)OC(=O)NCC=1C=C(COC2=C(CN3[C@@H](CCCC3)C(=O)O)C=C(C(=C2)OCC2=C(C(=CC=C2)C2=CC3=C(OCCO3)C=C2)C)Cl)C=CC1